C1(CC1)CN1C(=CC2=CC=C(C=C12)C1CNCC1)C1=NC2=C(N1C)C(=CC(=C2)C(=O)N2[C@@H]1CC[C@H](C2)[C@H]1N)OC (1R,4R,7R)-2-{2-[1-(cyclopropylmethyl)-6-(pyrrolidin-3-yl)-1H-indol-2-yl]-7-methoxy-1-methyl-1H-1,3-benzodiazole-5-carbonyl}-2-azabicyclo[2.2.1]heptan-7-amine